COC([C@@H](C)F)=O methyl-(2R)-2-fluoropropanoate